(-)-Methyl-3-(4-(naphthalen-2-yl)buta-2,3-dien-1-yl)-4-oxo-2-phenylchromane-3-carboxylate COC(=O)C1(C(OC2=CC=CC=C2C1=O)C1=CC=CC=C1)CC=C=CC1=CC2=CC=CC=C2C=C1